FC(C12CC(C1)(C2)C=2C(N(C1=CC=C(C=C1N2)C(F)(F)F)C)=O)F 3-(3-(difluoromethyl)bicyclo[1.1.1]pentan-1-yl)-1-methyl-6-(trifluoromethyl)quinoxalin-2(1H)-one